4-((2-(6,8-dioxa-2-azaspiro[3.5]nonan-7-yl)ethyl)(((1r,4r)-4-isopropylcyclohexyl)methyl)amino)benzonitrile C1NCC12COC(OC2)CCN(C2=CC=C(C#N)C=C2)CC2CCC(CC2)C(C)C